CS(=O)(=O)[O-].C(CCCCCC)[N+]1=CC(=CC=C1)C 1-heptyl-3-methylpyridinium methanesulfonate